ethyl 7-[2,4-difluoro-6-(2-methoxyethoxy)phenyl]-3-fluoro-4-oxo-5H-thieno[3,2-c]pyridine-6-carboxylate FC1=C(C(=CC(=C1)F)OCCOC)C=1C2=C(C(NC1C(=O)OCC)=O)C(=CS2)F